2,5-bis(3-hexyldecylthiophene-2-yl)thieno[3,2-b]thiophene C(CCCCC)C(CCC1=C(SC=C1)C1=CC2=C(S1)C=C(S2)C=2SC=CC2CCC(CCCCCCC)CCCCCC)CCCCCCC